5-[3-(2,8,9-Trioxa-5-aza-1-silabicyclo[3.3.3]undecane-1-yl)propyl]-2,2,5-trimethyl-8-sulfonato-2,5-diazaoctane-2,5-diium-1-carboxylate [Si]12(OCCN(CCO1)CCO2)CCC[N+](CC[N+](CC(=O)[O-])(C)C)(CCCS(=O)(=O)[O-])C